ClC=1C=C(C=CC1)[C@H]([C@@H]1CC(N1C(=O)OC(C)(C)C)(C)C)O tert-butyl (S)-4-((R)-(3-chlorophenyl)(hydroxy)methyl)-2,2-dimethylazetidine-1-carboxylate